S(=O)(=O)=C1C(C=CC=C1)P(C1=CC=CC=C1)(C1=CC=CC=C1)(C1=CC=CC=C1)F Sulfonyl-Fluorotetraphenylphosphine